BrC1=CC(=C2C(=CC(N(C2=C1)C1CC1)=O)O)F 7-bromo-1-cyclopropyl-5-fluoro-4-hydroxyquinolin-2(1H)-one